C(C)N(C=1C(=C(C(=O)NCC=2C(NC(=CC2OC)C)=O)C=C(C1)C1=C(C=C2C=CC3(CCOCC3)C2=C1)F)C)C1CCOCC1 3-(ethyl-(tetrahydro-2H-pyran-4-yl)amino)-5-(5-fluoro-2',3',5',6'-tetrahydrospiro[inden-1,4'-pyran]-6-yl)-N-((4-methoxy-6-methyl-2-oxo-1,2-dihydropyridin-3-yl)methyl)-2-methylbenzamide